C(C)S(=O)(=O)C=1C=C(C2=C(NC(C(O2)C(C)C)=O)C1)C=1C2=C(C(N(C1)C)=O)NC=C2 6-(ethylsulfonyl)-2-isopropyl-8-(6-methyl-7-oxo-6,7-dihydro-1H-pyrrolo[2,3-c]pyridin-4-yl)-2H-1,4-benzoxazin-3(4H)-one